NC1=C2C(CC(C2=CC(=C1)C)(C)C)(C)C1=CC(=C(C=C1)C)N 4-amino-6-methyl-3-(3'-amino-4'-methyl-phenyl)-1,1,3-trimethylindane